3-((4-(((1-(4-(7-hydroxy-3-phenylchroman-4-yl)phenyl)piperidin-4-yl)(methyl)amino)methyl)phenyl)amino)piperidine-2,6-dione OC1=CC=C2C(C(COC2=C1)C1=CC=CC=C1)C1=CC=C(C=C1)N1CCC(CC1)N(C)CC1=CC=C(C=C1)NC1C(NC(CC1)=O)=O